ClC=1N=CC2=C(N1)N(C(C2)=O)C=2C=NC(=CC2)OC(C)C 2-chloro-7-(6-isopropoxypyridin-3-yl)-5,7-dihydro-6H-pyrrolo[2,3-d]pyrimidin-6-one